C1=CC=CC2=CC(=CC=C12)O naphthalene-6-ol